2,4-dimethyl-1,6-diamino-hexane CC(CN)CC(CCN)C